γ-acryloxypropyl-methyldipropoxysilane C(C=C)(=O)OCCC[Si](OCCC)(OCCC)C